ClC=1C(=C(C=2C(=C(SN2)N2CC(N(CC2)C(C=C)=O)C(=O)N)C1)F)C1=CC(=CC2=CC=CC=C12)O 4-(5-chloro-7-fluoro-6-(3-hydroxy-1-naphthalenyl)-2,1-benzothiazol-3-yl)-1-(2-propenoyl)-2-piperazinecarboxamide